ClC=1C=C(C=C(C1OC=1C=C2C(=CN(C2=CC1)S(=O)(=O)C1=CC=C(C=C1)C)C1=CC=CC=C1)Cl)N1N=C(C(NC1=O)=O)C#N 2-(3,5-dichloro-4-[[1-(4-methylbenzenesulfonyl)-3-phenylindol-5-yl]oxy]phenyl)-3,5-dioxo-4H-1,2,4-triazine-6-carbonitrile